1-{4-quinolyl}-5-methyl-2,5-diazahexane N1=CC=C(C2=CC=CC=C12)CNCCN(C)C